S1C=NC2=C1C=C(C=C2)C2=CC(=NN2C2=NC(=CC=C2)C)CC(=O)NC=2C=NC(=CC2)SC 5-(benzo[d]thiazol-6-yl)-N-(6-(methylthio)pyridin-3-yl)-1-(6-methylpyridin-2-yl)-1H-pyrazole-3-carboxyamide